FC=1C=C(C=CC1)C(C(C1=CC=CC=C1)OC(NC(C(=O)NC(CC1C(NCC1)=O)C(C(=O)NC1CC1)=O)CC(C)C)=O)(C)C (1-((4-(cyclopropylamino)-3,4-dioxo-1-(2-oxopyrrolidin-3-yl)butan-2-yl)amino)-4-methyl-1-oxopentan-2-yl)carbamic acid 2-(3-fluorophenyl)-2-methyl-1-phenylpropyl ester